3-(5-CYANO-PYRIDIN-2-YL)-THIOUREA C(#N)C=1C=CC(=NC1)NC(N)=S